(3S)-1-[3-[[4-(Trifluoromethylsulfonyl)phenyl]methoxy]azetidine-1-carbonyl]pyrrolidine-3-carboxamide FC(S(=O)(=O)C1=CC=C(C=C1)COC1CN(C1)C(=O)N1C[C@H](CC1)C(=O)N)(F)F